7H-pyrrolo[2,3-d]Pyrimidin-2-amine N1=C(N=CC2=C1NC=C2)N